(4-(5-fluoropyridin-3-ylamino)-6-(6-(trifluoromethyl)pyridin-2-yl)-1,3,5-triazin-2-ylamino)-2-methylpropan-2-ol FC=1C=C(C=NC1)NC1=NC(=NC(=N1)C1=NC(=CC=C1)C(F)(F)F)NCC(C)(O)C